Ethyl 5-chloro-4-(2-((3-chloro-2-fluorophenyl)amino)ethyl)-1-(2,5-difluorobenzyl)-1H-pyrazole-3-carboxylate ClC1=C(C(=NN1CC1=C(C=CC(=C1)F)F)C(=O)OCC)CCNC1=C(C(=CC=C1)Cl)F